C(#N)C=1C=NN2C1N=CC=C2C2=C(C=CC=C2)C 3-cyano-7-(2-methylphenyl)-pyrazolo[1,5-a]pyrimidine